CNCC1=C2C3(CN(C(C2=CC(=C1)CN1C(=NC=C1)NC)=O)[C@@H](C)C1=CC(=C(C=C1)F)OC)CC3 (S)-5'-((methylamino)methyl)-2'-(1-(4-fluoro-3-methoxyphenyl)ethyl)-7'-((2-(methylamino)-1H-imidazol-1-yl)methyl)-2',3'-dihydro-1'H-spiro[cyclopropan-1,4'-isoquinoline]-1'-one